C1(=CC=CC=C1)C1(CC(CO1)CN(C)C)C1=CC=CC=C1 1-(5,5-DIPHENYLTETRAHYDROFURAN-3-YL)-N,N-DIMETHYLMETHANAMINE